(1-(7-((2,6-Dioxopiperidin-3-yl)carbamoyl)-1H-benzo[d]imidazol-4-yl)piperidin-4-yl)4-methylbenzenesulfonic acid methyl ester COS(=O)(=O)C1=C(C=C(C=C1)C)C1CCN(CC1)C1=CC=C(C=2NC=NC21)C(NC2C(NC(CC2)=O)=O)=O